tert-butyl 6-cyano-7-(4-fluorobenzyl)-2,3-dihydro-1H-pyrido[2,3-b][1,4]oxazine-1-carboxylate C(#N)C=1C(=CC2=C(OCCN2C(=O)OC(C)(C)C)N1)CC1=CC=C(C=C1)F